N-((4-(4-((4'-chloro-5,5-dimethyl-3,4,5,6-tetrahydro-[1,1'-biphenyl]-2-yl)methyl)piperazin-1-yl)phenyl)sulfonyl)quinoline-3-carboxamide ClC1=CC=C(C=C1)C1=C(CCC(C1)(C)C)CN1CCN(CC1)C1=CC=C(C=C1)S(=O)(=O)NC(=O)C=1C=NC2=CC=CC=C2C1